diphenyl-phosphinobenzene C1(=CC=CC=C1)C=1C(=C(C=CC1)P)C1=CC=CC=C1